methyl (2S)-2-[[(2S)-2-[(6-chloro-5-fluoro-1H-indole-2-carbonyl)amino]-3-cyclopropyl-propanoyl]amino]-3-[(3R)-5,5-dimethyl-2-oxo-pyrrolidin-3-yl]propanoate ClC1=C(C=C2C=C(NC2=C1)C(=O)N[C@H](C(=O)N[C@H](C(=O)OC)C[C@H]1C(NC(C1)(C)C)=O)CC1CC1)F